FC1=C(C=C(C=C1)C1OC=C(N1C1=CC=CC=C1)C1=CC=CC=C1)C 2-(4-fluoro-3-methylphenyl)-3,4-diphenyl-2,3-dihydro-oxazole